1,7-difluorooctane FCCCCCCC(C)F